ClC=1C(N(C(=CC1OC(C)C1=NC=C(C=C1F)F)C)C1=CC(=NC=C1C)C=1N=C(SC1)C(C)(C)O)=O 3-chloro-4-(1-(3,5-difluoropyridin-2-yl)ethoxy)-2'-(2-(2-Hydroxypropan-2-yl)thiazol-4-yl)-5',6-dimethyl-2H-[1,4'-bipyridine]-2-one